((1-methylpiperidin-4-ylmethyl) amino) thiazole-5-carboxylate S1C=NC=C1C(=O)ONCC1CCN(CC1)C